FC(C1CN(CC1)C=O)(F)F (3-(trifluoromethyl)pyrrolidin-1-yl)methanone